ClC=1C=CC(=C(C1)CC(=O)NC1=CCN(C=C1)C(C)(C1=CC=CC=C1)C)O 4-[[2-(5-Chloro-2-hydroxyphenyl)acetyl]amino]-N-(1-methyl-1-phenylethyl)pyridin